CC1=NC2=C(C=CC=C2C(N1C1C(NC(CC1)=O)=O)=O)OCC1=CC=C(C=C1)CN1CCCCC1 3-(2-methyl-4-oxo-8-((4-(piperidin-1-ylmethyl)benzyl)oxy)quinazolin-3(4H)-yl)piperidine-2,6-dione